CN1C(CN(CC1)C1=CC=2N=C(N=C(C2N=C1)N1CCOCC1)C1=CC(=CC=C1)C1=NN(C=C1)C)=O 1-methyl-4-(2-(3-(1-methyl-1H-pyrazol-3-yl)phenyl)-4-morpholinopyrido[3,2-d]pyrimidin-7-yl)piperazin-2-one